(cis)-1-(4-bromophenyl)-2-methylcyclopropane-1-carbonitrile BrC1=CC=C(C=C1)[C@]1([C@@H](C1)C)C#N